N-(3-(1-(4-fluoro-2-methylphenyl)-4-oxo-6-(trifluoromethyl)-1,4-dihydroquinazolin-3(2H)-yl)-6-oxo-1,6-dihydropyridin-2-yl)acetamide FC1=CC(=C(C=C1)N1CN(C(C2=CC(=CC=C12)C(F)(F)F)=O)C1=C(NC(C=C1)=O)NC(C)=O)C